tert-butyl-3-(9-(8-fluoro-3-(methoxymethoxy)naphthalen-1-yl)-4-oxo-2,3-dihydro-4H-1-thia-3a,5,8-triazaphenalen-6-yl)-3,8-diazabicyclo[3.2.1]octane-8-carboxylate C(C)(C)(C)OC(=O)N1C2CN(CC1CC2)C2=NC(N1CCSC=3C(=NC=C2C31)C3=CC(=CC1=CC=CC(=C31)F)OCOC)=O